C(C)(C)(C)OC(CN(S(=O)(=O)C)CCN1C(C2=CC=CC=C2C1=O)=O)=O N-(2-(1,3-dioxoisoindolin-2-yl)ethyl)-N-(methylsulfonyl)glycine tert-butyl ester